N-(3-Chloro-5-(4-chlorophenoxy)phenyl)-5-(2-(methylsulfonyl)propan-2-yl)benzo[b]thiophen-2-carboxamid ClC=1C=C(C=C(C1)OC1=CC=C(C=C1)Cl)NC(=O)C1=CC2=C(S1)C=CC(=C2)C(C)(C)S(=O)(=O)C